hexylidenebis-acrylamide tert-butyl-(2S,6R)-4-(7-chloro-8-iodo-2-oxo-6-(trifluoromethyl)-1,2-dihydroquinazolin-4-yl)-2,6-dimethylpiperazine-1-carboxylate C(C)(C)(C)OC(=O)N1[C@H](CN(C[C@H]1C)C1=NC(NC2=C(C(=C(C=C12)C(F)(F)F)Cl)I)=O)C.C(CCCCC)(C=CC(=O)N)C=CC(=O)N